(S)-N-((R)-7,8-Dichloro-1,5,5-trimethyl-2-oxo-1,2,3,4,5,6-hexahydroazepino[4,5-b]indol-10-yl)-2-hydroxypropanamide ClC1=C(C=C(C=2C3=C(NC12)C(CNC([C@@H]3C)=O)(C)C)NC([C@H](C)O)=O)Cl